C1CC12N(CCOC2)CC2=CC=C(C=C2)C=2C=C(C(NC2C(F)(F)F)=O)C(=O)N 5-(4-((7-oxa-4-azaspiro[2.5]octan-4-yl)methyl)phenyl)-2-oxo-6-(trifluoromethyl)-1,2-dihydropyridine-3-carboxamide